3-methoxy-4-(oxazol-5-yl)aniline COC=1C=C(N)C=CC1C1=CN=CO1